(4-((2-((3s,4s)-4-amino-3-methyl-2-oxa-8-azaspiro[4.5]decan-8-yl)pyrido[2,3-b]pyrazin-6-yl)thio)-3-chloropyridin-2-yl)methanol N[C@@H]1[C@@H](OCC12CCN(CC2)C=2N=C1C(=NC2)N=C(C=C1)SC1=C(C(=NC=C1)CO)Cl)C